2,N-dicyclohexyl-2-[2-(1H-indol-6-yl)-benzimidazol-1-yl]-acetamide C1(CCCCC1)C(C(=O)NC1CCCCC1)N1C(=NC2=C1C=CC=C2)C2=CC=C1C=CNC1=C2